(2R,3R,4S,5R,6S)-2-(((2S,3S,4R)-3,4-diacetoxy-2-((tert-butoxycarbonyl)amino)octadecyl)oxy)-6-(hydroxymethyl)tetrahydro-2H-pyran-3,4,5-triyl triacetate C(C)(=O)O[C@H]1[C@@H](O[C@H]([C@H]([C@@H]1OC(C)=O)OC(C)=O)CO)OC[C@@H]([C@@H]([C@@H](CCCCCCCCCCCCCC)OC(C)=O)OC(C)=O)NC(=O)OC(C)(C)C